C1(CC1)C1=CC(=CC(=N1)C(=O)NC1=CC(=CC=C1)C1(COC1)[C@H](C1=NN=CN1C)F)CN1[C@H](CN(CC1)C)C(C)C 6-cyclopropyl-N-(3-(3-((R)-fluoro(4-methyl-4H-1,2,4-triazol-3-yl)methyl)oxetan-3-yl)phenyl)-4-(((S)-2-isopropyl-4-methylpiperazin-1-yl)methyl)picolinamide